(butane-1,4-diyl)bisacrylamide C(CCCC=CC(=O)N)C=CC(=O)N